cis-methyl 3-((5-fluoro-4-(1-(4-fluorophenyl)piperidin-3-yl)pyrimidin-2-yl)amino)cyclohexane-1-carboxylate FC=1C(=NC(=NC1)N[C@H]1C[C@H](CCC1)C(=O)OC)C1CN(CCC1)C1=CC=C(C=C1)F